ClCC(=O)NC1=NC(=CC=C1)C 2-chloro-N-(6-methylpyridin-2-yl)acetamide